2-(2,4-dichlorophenyl)-4-(4-fluorophenyl)-5-methyl-1H-imidazole ClC1=C(C=CC(=C1)Cl)C=1NC(=C(N1)C1=CC=C(C=C1)F)C